ClC=1C=C(OC(C(=O)O)(C)C)C=CC1CN1CCN(CC1)CC1=CC=C(C=C1)C(F)(F)F 2-(3-Chloro-4-((4-(4-(trifluoromethyl)benzyl)piperazin-1-yl)methyl)phenoxy)-2-methylpropanoic acid